C(#N)C=1C=C(C=CC1)C1=NC(=CC=C1C(=O)NC1CC1)N1C=NC2=C1C=C(C(=C2)OC)OC 2-(3-cyanophenyl)-N-cyclopropyl-6-(5,6-dimethoxybenzimidazol-1-yl)pyridine-3-carboxamide